CC1=C(C=C2C(=C1OC)C(=O)C3=C(C2=O)C=C(C=C3)O)O The molecule is a member of the class of hydroxyanthraquinones that is anthracene-9,10-dione substituted by hydroxy groups at positions 3 and 6, a methoxy group at position 1 and a methyl group at position 2. It has been isolated from the roots of Rubia yunnanensis. It has a role as a plant metabolite. It is an aromatic ether and a dihydroxyanthraquinone.